FC1=CC=C2CCNC2=C1 6-fluoroindoline